benzyl ((S)-2-((4-(hydroxymethyl)pyridin-2-yl)amino)-1-((1s,4R)-4-methylcyclohexyl)-2-oxoethyl)carbamate OCC1=CC(=NC=C1)NC([C@H](C1CCC(CC1)C)NC(OCC1=CC=CC=C1)=O)=O